FC1=CC(=C(C=C1)[N+](=O)[O-])OC([2H])([2H])[2H] 4-fluoro-2-(methoxy-d3)-1-nitrobenzene